NC1CCC(CC1)NC1=NC(=CC(=N1)O)C=1C=NN(C1CC1CC1)C 2-(((1r,4r)-4-aminocyclohexyl)amino)-6-(5-(cyclopropylmethyl)-1-methyl-1H-pyrazol-4-yl)pyrimidin-4-ol